N=1C=CN2C1N=CC(=C2)C=2C=CN1N=C(N=C(C12)OC)N[C@@H]1CC[C@H](CC1)OC(F)(F)F 5-(imidazo[1,2-a]pyrimidin-6-yl)-4-methoxy-N-(trans-4-(trifluoromethoxy)cyclohexyl)pyrrolo[2,1-f][1,2,4]triazin-2-amine